(R)-phenyl (3-fluoro-5-(2-methylpyrrolidin-1-yl)pyridin-2-yl)carbamate FC=1C(=NC=C(C1)N1[C@@H](CCC1)C)NC(OC1=CC=CC=C1)=O